7-((4-fluoro-2-hydroxyphenyl)imino)-4-methylcoumarin FC1=CC(=C(C=C1)N=C1C=CC2=C(CC(OC2=C1)=O)C)O